3-[(1R)-1-({3-chloro-6-[6-(dimethylphosphoryl)pyridin-3-yl]-7-fluoro-2-methyl-1,5-naphthyridin-4-yl}amino)ethyl]-4-fluorobenzonitrile ClC=1C(=NC2=CC(=C(N=C2C1N[C@H](C)C=1C=C(C#N)C=CC1F)C=1C=NC(=CC1)P(=O)(C)C)F)C